5-[6-(6-{[(3S,4R)-3-fluoro-2,2,6,6-tetramethylpiperidin-4-yl]oxy}pyridazin-3-yl)-5-hydroxypyridin-3-yl]-2-methyl-2H-indazole-7-carbonitrile F[C@H]1C(NC(C[C@H]1OC1=CC=C(N=N1)C1=C(C=C(C=N1)C1=CC2=CN(N=C2C(=C1)C#N)C)O)(C)C)(C)C